benzyl 4-(5-bromo-3-(trifluoromethyl)pyridin-2-yl)piperazine-1-carboxylate BrC=1C=C(C(=NC1)N1CCN(CC1)C(=O)OCC1=CC=CC=C1)C(F)(F)F